1-hydroxymethyl-cyclopropan OCC1CC1